O1POCC2=C1C=CC=C2 [1,3,2]Benzodioxaphosphorinane